S1C(CCCC1)CO (tetrahydro-2H-thiopyran-2-yl)methanol